ClC1=NC=NC=2NC3=CC(=CC=C3C21)C=2CCN(CC2)C(=O)OC(C)(C)C tert-butyl 4-(4-chloro-9H-pyrimido[4,5-b]indol-7-yl)-3,6-dihydropyridine-1(2H)-carboxylate